3-bromo-2-(methoxymethyl)pyridine BrC=1C(=NC=CC1)COC